Ethyl (6-(2-fluoro-5-((4-oxo-3,4-dihydrophthalazin-1-yl)methyl)phenyl)-7-methyl-3H-imidazo[4,5-b]pyridin-2-yl)carbamate FC1=C(C=C(C=C1)CC1=NNC(C2=CC=CC=C12)=O)C=1C(=C2C(=NC1)NC(=N2)NC(OCC)=O)C